C(C)(C)(C)C=1C(=C(C=C(C1)CCC(=O)OC)N1N=C2C(=N1)C=CC(=C2)Cl)O 2-(3'-tert-butyl-2'-hydroxy-5'-(2-methoxycarbonyl-ethyl)phenyl)-5-chloro-benzotriazole